FC=1C=CC=C2C(N(C(=NC12)N1CCN(CC1)C1=CC(=CC=C1)F)C1=C(C=CC(=C1)C(F)(F)F)OC)CC(=O)OC Methyl {8-fluoro-2-[4-(3-fluorophenyl)-1-piperazinyl]-3-[2-methoxy-5-(trifluoromethyl)phenyl]-3,4-dihydro-4-quinazolinyl}acetate